OC1=CC=C(C=C1)C1(CC(CCC1)(C)C)C1=CC=C(C=C1)O 1,1-Bis-(4-hydroxyphenyl)-3,3-dimethylcyclohexan